(3S,4S)-1-(4-(((S)-4-methyl-2-oxo-5-(tetradecylcarbamoyl)piperazin-1-yl)methyl)benzoyl)-N3,N4-bis((1S,2R)-2-phenylcyclopropyl)pyrrolidine-3,4-dicarboxamide CN1CC(N(C[C@H]1C(NCCCCCCCCCCCCCC)=O)CC1=CC=C(C(=O)N2C[C@H]([C@@H](C2)C(=O)N[C@@H]2[C@H](C2)C2=CC=CC=C2)C(=O)N[C@@H]2[C@H](C2)C2=CC=CC=C2)C=C1)=O